CSC1=NC(=CC(=N1)N1C(C=CC=C1)=O)C(F)(F)F (2-(methylthio)-6-(trifluoromethyl)pyrimidin-4-yl)pyridin-2(1H)-one